C1(=CC=CC=C1)C=1OC2=C(N1)CN(C2)C(=O)OC(C)(C)C tert-butyl 2-phenyl-4,6-dihydropyrrolo[3,4-d]oxazole-5-carboxylate